FC=1C=CC(=NC1)C(=O)N[C@@H](C)C=1C=C2CCCN(C2=CC1)C(=O)C1(CC1)F 5-Fluoro-N-{(1S)-1-[1-(1-fluorocyclopropan-1-carbonyl)-1,2,3,4-tetrahydrochinolin-6-yl]ethyl}pyridin-2-carboxamid